C1=CC=C2C=C(C=CC2=C1)NC(=O)[C@H](CC(=O)[O-])N The molecule is a beta-amino-acid anion obtained by deprotonation of the side-chain carboxy group of N-(alpha-L-aspartyl)-2-naphthylamine. It is a conjugate base of a N-(alpha-L-aspartyl)-2-naphthylamine.